C1(CC1)CNC=1N=CC2=C(N1)N(C(C(=C2)C2=C(C(=CC=C2F)NS(N(C)C2CC2)(=O)=O)F)=O)C 2-(cyclopropylmethylamino)-6-[3-[[cyclopropyl-(methyl)sulfamoyl]amino]-2,6-difluorophenyl]-8-methyl-7-oxopyrido[2,3-d]pyrimidine